COC1=CC=C(CN2N=C3C(C=NC=C3C(=O)O)=C2)C=C1 2-(4-methoxybenzyl)-2H-pyrazolo[4,3-c]Pyridine-7-carboxylic acid